O[C@@H]1C[C@@H](CCC1)N1CCC2=C1N=NC(=C2)C2=C(C=C(C=C2C)C(F)(F)F)O 2-[7-[(1R,3S)-3-hydroxycyclohexyl]-5,6-dihydropyrrolo[2,3-c]pyridazin-3-yl]-3-methyl-5-(trifluoromethyl)phenol